CC=1C=CC=C2C=CN=C(C12)N(C(C1=CC(=CC=C1)C#CCCC(=O)N1CCOCC1)=O)[C@H]1CNCCC1 (R)-N-(8-methylisoquinolin-1-yl)-3-(5-morpholino-5-oxopent-1-yn-1-yl)-N-(piperidin-3-yl)benzamide